C(C)OC(=O)C=1N(C2=C(C=CC(=C2C1)Br)Cl)C 1-Methyl-7-chloro-4-bromo-indole-2-carboxylic acid ethyl ester